3-(2-cyclopropylthiazol-5-yl)aniline C1(CC1)C=1SC(=CN1)C=1C=C(N)C=CC1